BrN1C2(N3C(=C(C=CC3=O)C)C1=O)CCC1(CC2)CCC1 bromo-8''-methyl-2''H-dispiro[cyclobutane-1,1'-cyclohexane-4',3''-imidazo[1,5-a]pyridine]-1'',5''-dione